C(C)(C)(C)OC(=O)[C@H]1N(C(CC1)=O)C1=NC(=CC(=C1C#N)C(F)(F)F)C (S)-1-[3-cyano-6-methyl-4-(trifluoromethyl)pyridin-2-yl]-5-oxopyrrolidine-2-carboxylic acid tert-butyl ester